1-[3-[4-(3,4-dichloro-2-fluoro-anilino)quinazolin-6-yl]-3-methoxy-pyrrolidin-1-yl]prop-2-en-1-one ClC=1C(=C(NC2=NC=NC3=CC=C(C=C23)C2(CN(CC2)C(C=C)=O)OC)C=CC1Cl)F